(7aS,9S)-9-hydroxy-1-isopropoxy-3-methyl-6,7,7a,8,9,10-hexahydro-12H-benzo[b]pyrrolo[1,2-e][1,5]Oxazocin-12-one O[C@H]1C[C@H]2N(C(C3=C(OCC2)C=C(C=C3OC(C)C)C)=O)C1